NC=1C(NC2=C3C(=C(C=C2C1C1=C2C=NNC2=CC=C1)C1CC1)C=C(C=C3)F)=O 3-Amino-6-cyclopropyl-8-fluoro-4-(1H-indazol-4-yl)-1H-benzo[h]quinolin-2-one